2-(4,4-difluoro-3-(5-((methylamino)methyl)-6-oxo-1,6-dihydropyridin-3-yl)piperidin-1-yl)-N-(5-(4-fluorophenoxy)pyridin-2-yl)propionamide FC1(C(CN(CC1)C(C(=O)NC1=NC=C(C=C1)OC1=CC=C(C=C1)F)C)C1=CNC(C(=C1)CNC)=O)F